[Si](C)(C)(C(C)(C)C)OC(CF)C1=NC=CC(=C1)NC(OCC1=CC=CC=C1)=O benzyl (2-(1-{{tert-butyldimethylsilyl}oxy}-2-fluoroethyl)pyridin-4-yl)carbamate